NC1=NC=CC(=N1)C1=C(N=C(S1)NC1CCCC1)C (2-aminopyrimidin-4-yl)-N-cyclopentyl-4-methylthiazol-2-amine